4-methyl-3-(methylsulfonyl)-N-((2-(4-(5-pivalamidopyridin-3-yl)piperazin-1-yl)-1,6-naphthyridin-7-yl)methyl)benzamide CC1=C(C=C(C(=O)NCC2=NC=C3C=CC(=NC3=C2)N2CCN(CC2)C=2C=NC=C(C2)NC(C(C)(C)C)=O)C=C1)S(=O)(=O)C